N,N-didodecyl-acrylamide C(CCCCCCCCCCC)N(C(C=C)=O)CCCCCCCCCCCC